NC=1C=CC(=NC1)N1N=C(C(=C1)C1=CN=C(N1C)C(=O)NC1=CC(=C(C=C1)C(=O)N1CCC(CC1)NC)Cl)C(F)(F)F 5-[1-(5-amino-2-pyridyl)-3-(trifluoromethyl)pyrazol-4-yl]-N-[3-chloro-4-[4-(methylamino)piperidine-1-carbonyl]phenyl]-1-methylimidazole-2-carboxamide